OCC(C)(O)C1=C2CCN(C2=CC=C1)C(CNC1=C(C=CC(=C1)C1=NC(=NS1)C)C)=O 1-(4-(1,2-dihydroxypropan-2-yl)indolin-1-yl)-2-((2-methyl-5-(3-methyl-1,2,4-thiadiazol-5-yl)phenyl)amino)ethan-1-one